COC1=C(C=CC=C1)C1CCCC=2N=C3N(C=C(C=C3)C3=CC=C(S3)C(=O)O)C21 5-(9-(2-methoxyphenyl)-6,7,8,9-tetrahydrobenzo[4,5]imidazo[1,2-a]pyridin-2-yl)thiophene-2-carboxylic acid